5-(5-cyclohexylpyrazolidin-3-ylidene)-1,3-dimethylpyrimidine-2,4,6(1H,3H,5H)-trione C1(CCCCC1)C1CC(NN1)=C1C(N(C(N(C1=O)C)=O)C)=O